2-[[2-(2-cyano-6-fluoro-phenyl)propanoyl]amino]-4-[[3-fluoro-2-methoxy-propyl]-[4-(5,6,7,8-tetrahydro-1,8-naphthyridin-2-yl)butyl]amino]butanoic acid C(#N)C1=C(C(=CC=C1)F)C(C(=O)NC(C(=O)O)CCN(CCCCC1=NC=2NCCCC2C=C1)CC(CF)OC)C